4-methyldocosane CC(CCC)CCCCCCCCCCCCCCCCCC